O=C1C2=C(N=C(N1)N1C(CC1)C1=NC=CC=N1)N(N=C2C#N)C(C)C=2C=NC(=CC2)C(F)(F)F 4-oxo-6-(2-pyrimidin-2-ylazetidin-1-yl)-1-[1-[6-(trifluoromethyl)-3-pyridyl]ethyl]-5H-pyrazolo[3,4-d]pyrimidine-3-carbonitrile